tert-butyl (17-hydroxy-3,6,9,12,15-pentaoxaheptadecyl)carbamate OCCOCCOCCOCCOCCOCCNC(OC(C)(C)C)=O